[3-[(E)-(3,6-dimethylcarbazol-9-yl)iminomethyl]-4-[4-(6-prop-2-enoyloxyhexoxy)benzoyl]oxy-phenyl] 4-(6-prop-2-enoyloxyhexoxy)benzoate C(C=C)(=O)OCCCCCCOC1=CC=C(C(=O)OC2=CC(=C(C=C2)OC(C2=CC=C(C=C2)OCCCCCCOC(C=C)=O)=O)/C=N/N2C3=CC=C(C=C3C=3C=C(C=CC23)C)C)C=C1